C1NCC2CN(CCC21)C2=CC1=C(N=C(N=C1)SC)N(C2=O)C 6-(1,2,3,3a,4,6,7,7a-octahydropyrrolo[3,4-c]pyridin-5-yl)-8-methyl-2-methylsulfanyl-pyrido[2,3-d]pyrimidin-7-one